C1(CC1)C=1C(=CC(=C(CN2CCC3(CN(C(O3)=O)C3=CC=C(C=C3)S(=O)(=O)NCCOCCO)CC2)C1)OCC)C1=NC=C(C=C1)F 4-(8-(5-cyclopropyl-2-ethoxy-4-(5-fluoropyridin-2-yl)benzyl)-2-oxo-1-oxa-3,8-diazaspiro[4.5]decan-3-yl)-N-(2-(2-hydroxyethoxy)ethyl)benzenesulfonamide